C(C)(C)(C)OC(NCC1=C(C=CC=C1)O)=O 2-Hydroxybenzylcarbamic acid tert-butyl ester